O.O.[Cl-].OCC[N+](C)(C)C choline chloride-dihydrate